FC1=NC(=CC=C1C1=CC=C2C(C(COC2=C1)(C)C)NC(O[C@@H]1CN2CCC1CC2)=O)C (S)-quinuclidin-3-yl (7-(2-fluoro-6-methylpyridin-3-yl)-3,3-dimethylchroman-4-yl)carbamate